FC(C(=O)O)(F)F.C(C=C)O[C@@H]1CNCC[C@@H]1OC Cis-3-allyloxy-4-methoxypiperidine trifluoroacetate salt